C(C)(C)(C)C=1C=C(OCC2=NNC(N2)=S)C=CC1 3-[(3-tert-butylphenoxy)methyl]-1H-1,2,4-triazole-5(4H)-thione